ethyl (2Z)-3-(4-{[(2E)-3,7-dimethylocta-2,6-dien-1-yl]oxy}phenyl)-2-methylprop-2-enoate C\C(=C/COC1=CC=C(C=C1)\C=C(/C(=O)OCC)\C)\CCC=C(C)C